Vinyltriisopropoxysilan C(=C)[Si](OC(C)C)(OC(C)C)OC(C)C